The molecule is a monocarboxylic acid anion that is the conjugate base of chlorogenic acid; major species at pH 7.3. It has a role as a plant metabolite. It derives from a (-)-quinate. It is a conjugate base of a chlorogenic acid. C1[C@H]([C@H]([C@@H](C[C@@]1(C(=O)[O-])O)OC(=O)/C=C/C2=CC(=C(C=C2)O)O)O)O